BrC=1C=C(C(=NC1)COC1=C(C=CC(=N1)C1=CC(=C(C=C1F)CC=1N(C2=C(N1)C(=CC(=C2)C(=O)OCC)F)C[C@H]2OCC2)F)F)F Ethyl 2-[[4-[6-[(5-bromo-3-fluoro-2-pyridyl)methoxy]-5-fluoro-2-pyridyl]-2,5-difluoro-phenyl]methyl]-7-fluoro-3-[[(2S)-oxetan-2-yl]methyl]benzimidazole-5-carboxylate